C(#N)C=C1CC2(CN(C2)C(=O)OC(C)(C)C)C1 tert-Butyl 6-(cyanomethylene)-2-azaspiro[3.3]heptane-2-carboxylate